3,4-diaminopyridine phosphate salt P(=O)(O)(O)O.NC=1C=NC=CC1N